O=C1NC(CCC1N1C(C2=CC=C(C=C2C1=O)C1(CCN(CC1)C(C)C1CCOCC1)O)=O)=O 2-(2,6-dioxopiperidin-3-yl)-5-(4-hydroxy-1-(1-(tetrahydro-2H-pyran-4-yl)ethyl)piperidin-4-yl)isoindoline-1,3-dione